C(C)(=O)N[C@H]1C[C@H](CCC1)C(=O)NC1=NC=C(C(=C1)C=1C=C2C3(C(=NC2=C(C1)F)C)CCCC3)Cl (1S,3R)-3-acetamido-N-(5-chloro-4-(7'-fluoro-2'-methylspiro[cyclopentane-1,3'-indol]-5'-yl)pyridin-2-yl)cyclohexane-1-carboxamide